4-(1-methylbutyl)-4-aza-10-oxo-tricyclo[5.2.1.02,6]-8-decen-3-one CC(CCC)N1C(C2C3C=CC(C2C1)C3=O)=O